(7-((5-(Methylamino)-1,3,4-thiadiazol-2-yl)amino)-4-morpholinobenzo[c][1,2,5]oxadiazol-5-yl)methanol CNC1=NN=C(S1)NC1=CC(=C(C=2C1=NON2)N2CCOCC2)CO